CC1=C(C2=CC=CC=C2C=C1)C(CCC)=O methyl-butyryl-naphthalene